C=1(C(=CC=CC1)C(=O)N)C(=O)N.[Na] sodium Benzenediamide